C(C=C)ON1C(N2[C@@H](C3=C([C@@H]1C2)C=NN3C)/C(=N/O)/Cl)=O (4r,8s,z)-5-(allyloxy)-N-hydroxy-1-methyl-6-oxo-4,5,6,8-tetrahydro-1H-4,7-methanopyrazolo[3,4-e][1,3]Diazepine-8-imidoyl chloride